BrC=1C(=NC=NC1OC)C1CC1 C5-bromo-4-cyclopropyl-6-methoxypyrimidine